syn-3-[3-[(Dimethylamino)methyl]-4-hydroxy-1-[2-(4-hydroxyphenyl)ethyl]piperidin-4-yl]benzamid CN(C)CC1CN(CCC1(O)C=1C=C(C(=O)N)C=CC1)CCC1=CC=C(C=C1)O